ethoxyl-amide O(CC)[NH-]